S1C=2N(C=NC1)N=CCN2 2H,8H-[1,2,4]triazino[3,2-b][1,3,5]thiadiazine